BrC=1C=C(C=CC1)C1(CC2(CC2)C1)C1=NN=CN1C 3-[5-(3-bromophenyl)spiro[2.3]hexan-5-yl]-4-methyl-4H-1,2,4-triazole